7'-((6-aminopyrimidin-4-yl)amino)-5'-methyl-spiro[cyclohexane-1,2'-pyrido[2,1-f][1,2,4]triazine]-4',8'(1'H,3'H)-dione hydrochloride Cl.NC1=CC(=NC=N1)NC1=CC(=C2C(NC3(NN2C1=O)CCCCC3)=O)C